2-(5-chloropyridin-3-yl)-7-[(3S)-3-methylpiperazin-1-yl]-4H-pyrido[1,2-a]pyrimidin-4-one ClC=1C=C(C=NC1)C=1N=C2N(C(C1)=O)C=C(C=C2)N2C[C@@H](NCC2)C